2-Benzoyl-8-bromo-1,5-dihydro-4H-benzo[b]azepine-4-One C(C1=CC=CC=C1)(=O)C1=CC(CC2=C(N1)C=C(C=C2)Br)=O